3-fluoro-2-(6-(methyl-(2,2,6,6-tetramethylpiperidin-4-yl)amino)pyridazin-3-yl)-5-(1H-pyrazol-4-yl)phenol hydrochloride salt Cl.FC=1C(=C(C=C(C1)C=1C=NNC1)O)C=1N=NC(=CC1)N(C1CC(NC(C1)(C)C)(C)C)C